BrC1=CN(C(C2=C1N=C(N=C2)S(=O)C)=O)C2=C(C=CC=C2Cl)Cl 8-bromo-6-(2,6-dichlorophenyl)-2-methylsulfinyl-pyrido[4,3-d]pyrimidin-5-one